NCCNC(CCCCCOC1=CC2=C(N=C(O2)/C=C/C2=CCN(C=C2)CCCS(=O)(=O)[O-])C=C1)=O 3-[4-[(E)-2-[6-[6-(2-aminoethylamino)-6-oxohexoxy]-1,3-benzoxazol-2-yl] vinyl]-1-pyridyl]propane-1-sulphonate